ClC1=CC=C(C(=N1)C)S(=O)(=O)N1CCC2(CC(C2)N2[C@H]3CO[C@@H](C2)C3)CC1 (1R,4R)-5-(7-((6-chloro-2-methylpyridin-3-yl)sulfonyl)-7-azaspiro[3.5]nonan-2-yl)-2-oxa-5-azabicyclo[2.2.1]heptane